COC1=NC(=CC(=N1)N)N1CCCCC1 Methoxy-6-(piperidin-1-yl)pyrimidin-4-amine